1-Butyl-3-methylimidazolium mesylate S(C)(=O)(=O)[O-].C(CCC)N1C=[N+](C=C1)C